ClCC(=O)NC1=C(C=CC=C1O)F 2-chloro-N-(2-fluoro-6-hydroxyphenyl)-acetamide